1-((cis)-bicyclo[3.1.0]hexan-3-yl)-4-((5-fluoro-6-phenylpyridin-3-yl)methyl)-1,4-dihydropyrazine-2,3-dione C12CC(CC2C1)N1C(C(N(C=C1)CC=1C=NC(=C(C1)F)C1=CC=CC=C1)=O)=O